COC1=CC=C(C=C1)C=1OC2=C(C1C(C1=CC=C(C=C1)OCCCN(CC)CC)=O)C=C(C=C2)Cl (4-methoxyphenyl)-3-[4-[3-(diethylamino)propoxy]benzoyl]-5-chlorobenzofuran